C1=CCCCC1 cyclohexene